C(C)(C)(C)OC(=O)N1[C@@H](COCC1)C1=C2CCN(CC2=CC(=C1)Cl)C(=O)C1CCOCC1 (R)-3-(7-chloro-2-(tetrahydro-2H-pyran-4-carbonyl)-1,2,3,4-tetrahydroisoquinolin-5-yl)morpholine-4-carboxylic acid tert-butyl ester